ClCC(=O)NC=1C=C(C(=NC1)C)NC(=O)C=1C=NN2C1SC(=C2)C=2C(=NC=CC2)OC N-(5-(2-chloroacetamido)-2-methylpyridin-3-yl)-2-(2-methoxypyridin-3-yl)pyrazolo[5,1-b]thiazole-7-carboxamide